1-(((1-chloroisoquinolin-6-yl)oxy)methyl)-3,3-difluorocyclobutane-1-carbonitrile ClC1=NC=CC2=CC(=CC=C12)OCC1(CC(C1)(F)F)C#N